O1C2=C(OCC1)C(=CC=C2)COC=2C(=CC(=C(C2)N2C(NC=1C(C2=O)=C(SC1)C(=O)O)=O)F)OC 3-(5-((2,3-dihydrobenzo[b][1,4]dioxin-5-yl)methoxy)-2-fluoro-4-methoxyphenyl)-2,4-dioxo-1,2,3,4-tetrahydrothieno[3,4-d]pyrimidine-5-carboxylic acid